N-ethyl-7-methoxy-6-[3-(3-methylpyrrolidin-1-yl)propoxy]-1H,2H,3H-cyclopenta[b]quinolin-9-amine C(C)NC1=C2C(=NC=3C=C(C(=CC13)OC)OCCCN1CC(CC1)C)CCC2